ethyl-2-morpholinopropionamide C(C)C(C(=O)N)(C)N1CCOCC1